C(C)(C)(C)OC(=O)N1C(CCC1)N(C([2H])([2H])[2H])C([2H])([2H])[2H] (bis(methyl-d3)amino)pyrrolidine-1-carboxylic acid tert-butyl ester